C(C1=CC=CC=C1)OC=1C=C(C=CC1)C1=CC(=NN1)C(=O)OC Methyl 5-[3-(benzyloxy)phenyl]-1H-pyrazole-3-carboxylate